C1(=CC=CC=C1)C=1C2=CC=CC=C2C(=C2C=CC=C(C12)C#CC(=O)[O-])C1=CC=C(C=C1)C1=CC=C(C=C1)C1(C2=CC=CC=C2C=2C=CC=CC12)C1=CC=CC=C1.C(C)(=O)[O-].C(C)N1C=[N+](C=C1)C.C(C)N1C=[N+](C=C1)C 1-Ethyl-3-methylimidazolium acetat 9-phenyl-10-{4-(9-phenyl-9H-fluoren-9-yl)biphenyl-4'-yl}anthracenepropioloate